1-[2-(5-Fluoroindol-1-yl)ethyl]pyrrolidin-3-ol FC=1C=C2C=CN(C2=CC1)CCN1CC(CC1)O